1-(1-benzofuran-4-yl)-1-[1-(triphenylmethyl)imidazol-4-yl]ethanol O1C=CC2=C1C=CC=C2C(C)(O)C=2N=CN(C2)C(C2=CC=CC=C2)(C2=CC=CC=C2)C2=CC=CC=C2